(benzylamino)-2-(2-furyl)pyrazolo[1,5-a]pyrimidine-3-carboxylic acid C(C1=CC=CC=C1)NC1=NC=2N(C=C1)N=C(C2C(=O)O)C=2OC=CC2